N-(5-(6-(2-bromo-4-(trifluoromethyl)phenyl)-1-oxo-3,4-dihydroisoquinolin-2(1H)-yl)-2-hydroxyphenyl)tetrahydro-2H-pyran-4-sulfonamide BrC1=C(C=CC(=C1)C(F)(F)F)C=1C=C2CCN(C(C2=CC1)=O)C=1C=CC(=C(C1)NS(=O)(=O)C1CCOCC1)O